4-(6-(2,4-DIOXOTETRAHYDROPYRIMIDIN-1(2H)-YL)-1,2,3,4-TETRAHYDROISOQUINOLINE-2-CARBONYL)CYCLOHEXANE-1-CARBOXYLIC ACID O=C1N(CCC(N1)=O)C=1C=C2CCN(CC2=CC1)C(=O)C1CCC(CC1)C(=O)O